5-chloro-2-(2-(pyridin-2-yl)pyrimidin-5-yl)benzaldehyde ClC=1C=CC(=C(C=O)C1)C=1C=NC(=NC1)C1=NC=CC=C1